2-((4-methoxybenzyl)thio)imidazo[1,2-a]pyridine COC1=CC=C(CSC=2N=C3N(C=CC=C3)C2)C=C1